(S)-4-((2-(dimethylamino)-2-oxoethyl)(4-(5,6,7,8-tetrahydro-1,8-naphthyridin-2-yl)butyl)amino)-2-((6-phenylpyrimidin-4-yl)amino)butanoic acid CN(C(CN(CC[C@@H](C(=O)O)NC1=NC=NC(=C1)C1=CC=CC=C1)CCCCC1=NC=2NCCCC2C=C1)=O)C